6-[4-[3-(5-fluoro-3-pyridinyl)isoxazolidine-2-carbonyl]-1-piperidinyl]pyrimidine-4-carbonitrile FC=1C=C(C=NC1)C1N(OCC1)C(=O)C1CCN(CC1)C1=CC(=NC=N1)C#N